5-(pyrrolidin-3-yl)benzamide N1CC(CC1)C=1C=CC=C(C(=O)N)C1